[Si](C)(C)(C(C)(C)C)OC1=C(C=C(C=C1)/C=C/C(=O)O)OC (E)-3-(4-((tert-Butyldimethylsilyl)oxy)-3-methoxyphenyl)acrylic acid